FC1(OC2=C(O1)C=CC=C2[C@@H](C)NC(=O)N2CCN(CC2)C2=C(C=NC=C2)F)F (R)-N-(1-(2,2-Difluorobenzo[d][1,3]dioxol-4-yl)ethyl)-4-(3-fluoropyridin-4-yl)piperazine-1-carboxamide